COC1=C(C=C2CN(CC(C2=O)C2=CC=NC=C2)C)C=CC=C1 3-(2-methoxybenzylidene)-5-(4-pyridinyl)-N-methyl-4-piperidone